Cl.NC1CN(CCCC1)C1=NN(C(C2=CC=CC=C12)=O)C1CCCC1 4-(3-Aminoazepan-1-yl)-2-cyclopentyl-phthalazin-1(2H)-one-hydrochloride